(R)-1-((2S,4R)-1-(4-(benzyloxy)-3,5-difluorobenzoyl)-4-fluoropyrrolidine-2-carbonyl)pyrrolidine-2-carbonitrile C(C1=CC=CC=C1)OC1=C(C=C(C(=O)N2[C@@H](C[C@H](C2)F)C(=O)N2[C@H](CCC2)C#N)C=C1F)F